2-{5-[bis-(2-methoxyethyl)-amino]-pyridin-2-ylamino}-6-bromo-8-cyclopentyl-5-methyl-8H-pyrido[2,3-d]Pyrimidin-7-one COCCN(C=1C=CC(=NC1)NC=1N=CC2=C(N1)N(C(C(=C2C)Br)=O)C2CCCC2)CCOC